C(C1=CC=CC=C1)N(C1CNCC1(F)F)CC1=CC=CC=C1 N,N-dibenzyl-4,4-difluoropyrrolidin-3-amine